FC1=NC(=CC(=C1C=O)I)F 2,6-difluoro-4-iodopyridine-3-carbaldehyde